L-3-aminopropyl-triethoxysilane NCCC[Si](OCC)(OCC)OCC